OC(CC(C=O)=O)CO 4,5-dihydroxy-2-oxo-valeraldehyde